FC1=C(C=CC=C1)C=1N=NC=CC1C 3-(2-fluorophenyl)-4-methyl-pyridazine